NC(CC(CC(CC)N)(CC(CC)N)CC(CC)N)CC tetrakis(2'-aminobutyl)methane